N-[3-chloro-4-[4-(3-hydroxypyrrolidine-3-carbonyl)piperazine-1-carbonyl]phenyl]-5-[1-cyclopropyl-3-(trifluoromethyl)pyrazol-4-yl]-1-methylimidazole-2-carboxamide ClC=1C=C(C=CC1C(=O)N1CCN(CC1)C(=O)C1(CNCC1)O)NC(=O)C=1N(C(=CN1)C=1C(=NN(C1)C1CC1)C(F)(F)F)C